C(C)N(C(C1=C(C2=CC=CC=C2)OCO1)=O)C1=CC=CC=C1 methylenedioxycinnamic acid-N-ethyl-N-phenylamide